(5,6,7,8-Tetrahydronaphthalen-2-yl)carbamic acid tert-butyl ester C(C)(C)(C)OC(NC1=CC=2CCCCC2C=C1)=O